ClC=1C=C(C=CC1F)C1=NN=C(N1C=1C=CC=2N(C1)C(=CN2)C#N)CC 6-(3-(3-Chloro-4-fluorophenyl)-5-ethyl-4H-1,2,4-triazol-4-yl)imidazo[1,2-a]Pyridine-3-carbonitrile